BrC1=C(CC2=C(C=NN2)C(=O)N(C)OC)C=CC=C1F 5-(2-bromo-3-fluorobenzyl)-N-methoxy-N-methyl-1H-pyrazole-4-carboxamide